C1(CCCCC1)CC=1C=NC=2N(C1)C(=C(N2)C2=NC(=NN2)C(F)(F)F)C2=CN=CN2 6-(cyclohexylmethyl)-3-(1H-imidazol-5-yl)-2-(3-(trifluoromethyl)-1H-1,2,4-triazol-5-yl)imidazo[1,2-a]pyrimidine